[Si](C)(C)(C(C)(C)C)OC[C@@H](C(F)F)N (2S)-3-[tert-butyl(dimethyl)silyl]oxy-1,1-difluoro-propan-2-amine